C(C)OC(N(C(C(=NNC1=CC(=C(C(=C1)I)OC1=CC(=C(C=C1)O)C(=C)C)I)C#N)=O)CC)=O ethyl-(2-cyano-2-(2-(3,5-diiodo-4-(4-hydroxy-3-isopropenylphenoxy)phenyl)hydrazinylidene)acetyl)carbamic acid ethyl ester